alpha-(methoxymethylene)phenylacetic acid methyl ester COC(C(=COC)C1=CC=CC=C1)=O